C(C)OC(C1=C(C(=C(C=C1[N+](=O)[O-])NC(C1=CC=C(C=C1)C)=O)O)Cl)=O 2-chloro-3-hydroxy-4-(4-methylbenzamido)-6-nitrobenzoic acid ethyl ester